2,2,2-trifluoro-1-(6-(methoxy-d3)-3,4-dihydroisoquinolin-2(1H)-yl-1,1-d2)ethanone FC(C(=O)N1C(C2=CC=C(C=C2CC1)OC([2H])([2H])[2H])([2H])[2H])(F)F